3-((7-chloro-6-((6-(2-methoxyethoxy)pyrazolo[1,5-a]pyridin-3-yl)oxy)-1-methyl-1H-imidazo[4,5-b]pyridin-2-yl)amino)-5-cyclopropyl-1-(2-hydroxyethyl)pyridin-2(1H)-one ClC1=C2C(=NC=C1OC=1C=NN3C1C=CC(=C3)OCCOC)N=C(N2C)NC=2C(N(C=C(C2)C2CC2)CCO)=O